Cl.CN1N=C2C(N=C(C=C2)C=2C=CC(=C(C2)O)C=2N=NC(=CC2)C2CN(C2)C2CCOCC2)=C1 5-(2-methyl-2H-pyrazolo[4,3-b]pyridin-5-yl)-2-(6-(1-(tetrahydro-2H-pyran-4-yl)azetidin-3-yl)pyridazin-3-yl)phenol hydrochloride